2,3-Diiodonaphthalin IC1=CC2=CC=CC=C2C=C1I